7-methyl-5-(4-methylisoxazol-3-yl)pyrazolo[1,5-a]Pyrimidine-3-carboxylic acid ethyl ester C(C)OC(=O)C=1C=NN2C1N=C(C=C2C)C2=NOC=C2C